ClC1=CC=C(C=N1)NC1=NC=CC2=CC(=CC=C12)/C=C/C(=O)N(C)C (E)-3-(1-((6-chloropyridin-3-yl)amino)isoquinolin-6-yl)-N,N-dimethylacrylamide